((R)-1-((S)-3-cyclohexan-yl)methyl)-N,N-dimethyl-6-oxo-4-phenyl-1,6-dihydropyridine-3-carboxamide C1CC(CCC1)CN1C=C(C(=CC1=O)C1=CC=CC=C1)C(=O)N(C)C